ClC=1N=CC2=C(N1)N(C(C=C2C)=O)C2CCCC2 2-chloro-8-cyclopentyl-5-methylpyrido[2,3-D]pyrimidin-7(8H)-one